BrCCCCCCCCCCN 10-Bromodecan-1-amine